CC1=C(NC(=C1)C)\C=C\1/C(N(C2=CC(=CC=C12)C(=O)N1CCOCC1)CC1CCOCC1)=O (Z)-3-((3,5-dimethyl-1H-pyrrol-2-yl)methylene)-6-(morpholine-4-carbonyl)-1-((tetrahydro-2H-pyran-4-yl)methyl)indol-2-one